7'-(4-chloro-2-(trifluoromethyl)phenyl)-2'-(2-ethoxypyridin-3-yl)-7',8'-dihydro-6'H-spiro[piperidine-4,5'-[1,7]naphthyridine] ClC1=CC(=C(C=C1)N1CC2(C=3C=CC(=NC3C1)C=1C(=NC=CC1)OCC)CCNCC2)C(F)(F)F